BrC=1C(=NC(=NC1)NC1=CC=C(C=C1)S(=O)(=O)NCCOCCOCCN(C/C=C/C(=O)O)C)NC1=C(C(=CC=C1)F)C(N)=O (E)-4-[2-[2-[2-[[4-[[5-bromo-4-(2-carbamoyl-3-fluoro-anilino)pyrimidin-2-yl]amino]phenyl]sulfonylamino]ethoxy]ethoxy]ethyl-methyl-amino]but-2-enoic acid